CC1(CC(C1)N1[C@@H]2CN(CC1CC2)C2=C1C(=NC=C2)NC(=N1)C=1C=NN(C1)C)C#N (1S,3s)-1-methyl-3-(3-(2-(1-methyl-1H-pyrazol-4-yl)-3H-imidazo[4,5-b]pyridin-7-yl)-3,8-diazabicyclo[3.2.1]oct-8-yl)cyclobutane-1-carbonitrile